1-(5-fluoro-4-((1-(5-(3-fluoro-5-methylphenyl)-4,5-dihydro-1H-pyrazole-1-carbonyl)azetidin-3-yl)oxy)pyridin-2-yl)-3,5-dimethyl-1H-pyrazole-4-carboxylic acid FC=1C(=CC(=NC1)N1N=C(C(=C1C)C(=O)O)C)OC1CN(C1)C(=O)N1N=CCC1C1=CC(=CC(=C1)C)F